C(C)N1N=CC(=C1)C=1C=C(C(=NC1)C(NCCOCCNCC(=O)N1CCN(CC1)C(C1=C(C=CC(=C1)CC1=NNC(C2=CC=CC=C12)=O)F)=O)=O)NC(OC(C)(C)C)=O tert-butyl N-[5-(1-ethylpyrazol-4-yl)-2-[2-[2-[[2-[4-[2-fluoro-5-[(4-oxo-3H-phthalazin-1-yl)methyl]benzoyl]piperazin-1-yl]-2-oxo-ethyl]amino]ethoxy]ethylcarbamoyl]-3-pyridyl]carbamate